CC(C(=O)OCCOC1=CC(=C(C=C1)C1=NC(=NC(=N1)C1=C(C=C(C=C1)OCCOC(C(=C)C)=O)O)C1=CC=CC=C1)O)=C.C(#N)C1=CN(C2=CC=C(C=C12)NC(C1=CC=NC=C1)=O)C N-(3-cyano-1-methyl-1H-indol-5-yl)isonicotinamide (((6-phenyl-1,3,5-triazine-2,4-diyl)bis(3-hydroxy-4,1-phenylene))bis(oxy))bis(ethane-2,1-diyl) bis(2-methylacrylate)